(S)-(-)-TRITYL GLYCIDYL ETHER C1[C@H](O1)COC(C2=CC=CC=C2)(C3=CC=CC=C3)C4=CC=CC=C4